Ethyl (2R)-2-{[(1,2,3,5,6,7-hexahydro-s-indacen-4-yl)carbamoyl]oxy}propanoate C1CCC2=C(C=3CCCC3C=C12)NC(=O)O[C@@H](C(=O)OCC)C